(S)-1-(4-(2-(3-(1-methyl-1H-pyrazol-4-yl)benzoylamino)-1-phenyl-1H-imidazol-4-yl)butyryl)piperidine-3-carboxylic acid CN1N=CC(=C1)C=1C=C(C(=O)NC=2N(C=C(N2)CCCC(=O)N2C[C@H](CCC2)C(=O)O)C2=CC=CC=C2)C=CC1